[O-2].[Mn+2].[Ni+2].[Al+3].[Zn+2] zinc aluminum nickel manganese oxide